1-N-boc-4-methylene-piperidine C(=O)(OC(C)(C)C)N1CCC(CC1)=C